C(C)OC(C(C)C1CC(C1)OCC1=CC=CC=C1)=O.C(C1=CC=CC=C1)OC1CC(C1)C(C(=O)OCC)(C)C Ethyl 2-(3-benzyloxycyclobutyl)-2-methyl-propionate Ethyl-2-(3-benzyloxycyclobutyl)propionate